C(C)OC(CCC(=O)C1=NC2=CC(=CC=C2C=C1O)C1=C(C=CC=C1)OC)=O 4-[3-Hydroxy-7-(2-methoxy-phenyl)-quinolin-2-yl]-4-oxo-butyric acid ethyl ester